COC(=O)C1CN(C2=C(C=C1)C=CC=C2)N2N=C(C=C2)O (3-hydroxy-1H-pyrazolyl)-2,3-dihydro-1H-benzazepine-3-Carboxylic acid methyl ester